CNC=1N=C(C(=NC1C=1C2=C(C=NC1)N(C=N2)C)C(=O)N)NC2=CC=C(C=C2)N2[C@H]1CO[C@@H](C2)C1 5-(Methylamino)-6-(3-methylimidazo[4,5-c]pyridin-7-yl)-3-[4-[(1R,4R)-2-oxa-5-azabicyclo[2.2.1]heptan-5-yl]anilino]pyrazin-2-carboxamid